P(=O)(OCC[NH3+])(OCCNC(CCC\C=C/CC=CC\C=C/C\C=C/CCCCC)=O)[O-] 2-ammonioethyl (2-((5Z,5Z,11Z,14Z)-icosa-5,8,11,14-tetraenamido)ethyl) phosphate